N-(5-(6,7-dihydro-5H-pyrrolo[1,2-b][1,2,4]triazol-2-yl)-8-(methylamino)-2,7-naphthyridin-3-yl)cyclopropanecarboxamide formate C(=O)O.N1=C2N(N=C1C1=C3C=C(N=CC3=C(N=C1)NC)NC(=O)C1CC1)CCC2